OCCNC(\C=C\C)=S (E)-N-(2-hydroxyethyl)-3-methylthioacrylamide